OC(C)(C)C1=CC=C(C=N1)C1=NC=CC=C1C#N 6'-(2-hydroxypropan-2-yl)-[2,3'-bipyridine]-3-carbonitrile